O=C(C(OC=O)=O)CCCNCCCNCCCOCCNCCCCC(=O)O trioxo-2,16-dioxa-8,12,19-triazatetracosan-24-oic acid